2-{2-[(1s,4s)-4-{[(5R)-3-hydroxy-5-methylpyrrolidin-2-yl]methoxy}cyclohexyl]-phenoxy}acetic acid hydrochloride Cl.OC1C(N[C@@H](C1)C)COC1CCC(CC1)C1=C(OCC(=O)O)C=CC=C1